[Si](C)(C)(C(C)(C)C)O[C@H](CC1=CC(=NC=C1)[Sn](CCCC)(CCCC)CCCC)C (S)-4-(2-((tert-butyldimethylsilyl)oxy)propyl)-2-(tributylstannyl)pyridine